4-Morpholin-4-yl-benzo[h]chromen-2-one N1(CCOCC1)C1=CC(OC2=C3C(=CC=C12)C=CC=C3)=O